C(C1=CC=CC=C1)SC=1C(=NC=C(C1)C1=CC=C(C=C1)OC(F)(F)F)C1=NOC(N1C1=NC=C(C=C1)C(F)(F)F)=O 3-(3-(Benzylthio)-5-(4-(trifluoromethoxy)phenyl)pyridin-2-yl)-4-(5-(trifluoromethyl)pyridin-2-yl)-1,2,4-oxadiazol-5(4H)-one